C1(CC1)C=1C(=NC=C(C1)NC(C(=O)N(CC1=NC=C(C=C1)C(F)(F)F)[C@@H](COC)C1CC1)=O)NC(OC(C)(C)C)=O (R)-tert-butyl (3-cyclopropyl-5-(2-((1-cyclopropyl-2-methoxyethyl)((5-(trifluoromethyl)pyridin-2-yl)methyl)amino)-2-oxoacetamido)pyridin-2-yl)carbamate